C(#N)[C@H](CC1=CC=C(C=C1)C=1C=CC2=C(N(C(O2)=O)C)C1)NC(=O)[C@H]1OCCC(CN(C1)C(=O)OC(C)(C)C)OCC tert-butyl (2S,7S*)-2-{[(1S)-1-cyano-2-[4-(3-methyl-2-oxo-2,3-dihydro-1,3-benzoxazol-5-yl)phenyl]ethyl]carbamoyl}-6-ethoxy-1,4-oxazocane-4-carboxylate